N1C=CC=2N1CC(C=CC2)=O pyrazolo[1,5-a]azepin-7(8H)-one